(S)-5-(2-(4-(5-chloro-2-(1H-tetrazol-1-yl)phenyl)-2,3-dioxopiperazin-1-yl)-3-(4-nitrophenyl)propionamido)benzofuran-2-carboxylic acid tert-butyl ester C(C)(C)(C)OC(=O)C=1OC2=C(C1)C=C(C=C2)NC([C@H](CC2=CC=C(C=C2)[N+](=O)[O-])N2C(C(N(CC2)C2=C(C=CC(=C2)Cl)N2N=NN=C2)=O)=O)=O